C1(=CC=CC=C1)CCC(CC(CCC1=CC=CC=C1)C1=CC=CC=C1)C1=CC=CC=C1 1,3,5,7-tetraphenylheptane